[Si](C)(C)(C(C)(C)C)OCCN1CC[C@H](C1=O)F (2S,4R)-1-(2-((tert-butyldimethylsilyl)oxy)ethyl)-4-fluoro-5-oxopyrrolidin